2-(6-(((1R,2S)-2-hydroxycyclobutyl)amino)-4-((R)-1-(4-methyl-4H-1,2,4-triazol-3-yl)propan-2-yl)pyridin-2-yl)-4-(trifluoromethyl)isoindolin-1-one O[C@@H]1[C@@H](CC1)NC1=CC(=CC(=N1)N1C(C2=CC=CC(=C2C1)C(F)(F)F)=O)[C@@H](CC1=NN=CN1C)C